OC[C@@H]1C(N(CCO1)C=1N=NC(=CC1)C1=C(C=C(C=C1C)C(F)(F)F)O)=O (2R)-2-(hydroxymethyl)-4-[6-[2-hydroxy-6-methyl-4-(trifluoromethyl)phenyl]pyridazin-3-yl]morpholin-3-one